di-tert-butoxycarbonyl-L-arginine C(C)(C)(C)OC(=O)N([C@@H](CCCNC(N)=N)C(=O)O)C(=O)OC(C)(C)C